C(CCCCCCCCCCCC)(=O)OCCCCCCCCCCCCCCCCCC octadecyl tridecanoate